OCCN(C(CO)(CO)CO)CCO bis(2-hydroxyethyl)-aminotri(hydroxymethyl)-methane